C(#N)C1=CC=C(OCCCNC(=O)N2C=NC(=C2)C2=CC=C(C=C2)OCC2=CC=C(C=C2)S(=O)(=O)C)C=C1 N-(3-(4-cyanophenoxy)propyl)-4-(4-(4-(methylsulfonyl)benzyloxy)phenyl)-1H-imidazole-1-carboxamide